N-(2-ethynylthiazol-4-yl)-4-(3'-(3-hydroxyazetidin-1-yl)-[1,1'-biphenyl]-4-yl)piperazine-1-carboxamide C(#C)C=1SC=C(N1)NC(=O)N1CCN(CC1)C1=CC=C(C=C1)C1=CC(=CC=C1)N1CC(C1)O